C(C)(C)(C)OC1=CC=C(C[C@@H](NC(CCOCCOCCNC(OCC2=CC=CC=C2)=O)=O)C)C=C1 (S)-15-(4-(tert-butoxy)benzyl)-3,13-dioxo-1-phenyl-2,7,10-trioxa-4,14-diazahexadecane